4,4-dimethylpyrrolidine-1-carboxylic acid tert-butyl ester C(C)(C)(C)OC(=O)N1CCC(C1)(C)C